COCO[C@H]1[C@@H](C[C@@H](C1)N(C=1C2=C(N=CN1)SC(=C2)CC(F)(F)F)C)NC(OC(C)(C)C)=O tert-butyl [(1R,2R,4S)-2-(methoxymethoxy)-4-{methyl[6-(2,2,2-trifluoroethyl)thieno[2,3-d]pyrimidin-4-yl]amino}cyclopentyl]carbamate